C(C)(C)N1CC(CC1)CN1N=CC(=C1)C=1C2=C(N(N1)C1(C#N)C(N=CC=C1)OC)CCOCC2 3-(1-((1-Isopropylpyrrolidin-3-yl)methyl)-1H-pyrazol-4-yl-4,5,7,8-tetrahydro-1H-oxepino[4,5-c]pyrazol-1-yl)-2-methoxynicotinonitrile